octahydro-2H-pyrazino[1,2-a]pyrazine-2-carboxylic acid tert-butyl ester C(C)(C)(C)OC(=O)N1CC2N(CC1)CCNC2